O1CCN(CC1)C1=NC(=NS1)N1CC(C1)NC(OC(C)(C)C)=O tert-butyl (1-(5-morpholino-1,2,4-thiadiazol-3-yl) azetidin-3-yl)carbamate